(R)-6-chloro-7-(2-(((3-chloropyridin-2-yl)oxy)methyl)pyrrolidin-1-yl)-1-(1-methyl-1H-imidazol-4-yl)-4-oxo-1,4-dihydroquinoline-3-carboxylic acid ClC=1C=C2C(C(=CN(C2=CC1N1[C@H](CCC1)COC1=NC=CC=C1Cl)C=1N=CN(C1)C)C(=O)O)=O